BrC1=C(C=CC=C1)C1CC1 1-(2-Bromophenyl)cyclopropane